FC=1C=C(C=CC1)S(=O)(=O)OC1=C(C(=C(C(=C1F)F)F)F)F pentafluorophenyl 3-fluorobenzenesulfonate